COC1(CCN(CC1)C1=C(C(NC2=CC=C(N=C12)C)=O)C#N)C 4-(4-methoxy-4-methylpiperidin-1-yl)-6-methyl-2-oxo-1,2-dihydro-1,5-naphthyridine-3-carbonitrile